NC(C(=O)O)CC1=CC(=C(C=C1)O[Si](C)(C)C(C)(C)C)O[Si](C)(C)C(C)(C)C 2-amino-3-(3,4-bis((tert-butyldimethylsilyl)oxy)phenyl)propanoic acid